4-[4-(hydroxymethyl)-1-piperidyl]benzamide OCC1CCN(CC1)C1=CC=C(C(=O)N)C=C1